(R)-6-(5-(pyrrolidin-3-yloxy)pentyl)-3,4-dihydro-2H-pyrido[3,2-b][1,4]oxazine N1C[C@@H](CC1)OCCCCCC=1C=CC=2OCCNC2N1